BrC1=NC=CC(=C1)C(CCC(F)(F)F)O (2-bromopyridin-4-yl)-4,4,4-trifluorobutan-1-ol